(4-(4-(benzo[d]thiazol-5-ylamino)quinolin-6-yl)-3-fluorophenyl)(4-methoxypiperidin-1-yl)methanone S1C=NC2=C1C=CC(=C2)NC2=CC=NC1=CC=C(C=C21)C2=C(C=C(C=C2)C(=O)N2CCC(CC2)OC)F